(R)-3-(2-(2-bromo-4-isopropyl-7-oxopyrazolo[1,5-d][1,2,4]triazin-6(7H)-yl)acetamido)piperidine-1-carboxylic acid tert-butyl ester C(C)(C)(C)OC(=O)N1C[C@@H](CCC1)NC(CN1N=C(C=2N(C1=O)N=C(C2)Br)C(C)C)=O